trans-9-tetradecenal C(CCCCCCC\C=C\CCCC)=O